tert-butyl 4-[5-(4-{[(1R)-1-cyanoethyl]amino}-6-{3-cyanopyrrolo[1,2-b]pyridazin-7-yl}pyridin-3-yl)-1,3,4-thiadiazol-2-yl]piperazine-1-carboxylate C(#N)[C@@H](C)NC1=C(C=NC(=C1)C1=CC=C2N1N=CC(=C2)C#N)C2=NN=C(S2)N2CCN(CC2)C(=O)OC(C)(C)C